C(#C)C1=C2C(=CC(=CC2=CC=C1F)O)C=1N=CC2=C(N=C(C=C2C1F)OC[C@]12CCCN2C[C@@H](C1)F)N1CC2CCC(C1)O2 5-ethynyl-6-fluoro-4-[4-fluoro-6-{[(2R,7aS)-2-fluorotetrahydro-1H-pyrrolizin-7a(5H)-yl]methoxy}-8-(8-oxa-3-azabicyclo[3.2.1]octan-3-yl)-2,7-naphthyridin-3-yl]naphthalen-2-ol